(E)-3-(3,4-diacetoxyphenyl)ACRYLIC ACID C(C)(=O)OC=1C=C(C=CC1OC(C)=O)/C=C/C(=O)O